benzyl {[(2R,3S)-6-fluoro-2-methyl-2,3-dihydrofuro[3,2-b]pyridin-3-yl]methyl}carbamate FC=1C=C2C(=NC1)[C@@H]([C@H](O2)C)CNC(OCC2=CC=CC=C2)=O